5-(2-methyl-2-butoxycarbonyl)-7-oxo-bicyclo[2.2.1]Hept-2-ene CC(C)(CC)OC(=O)C1C2C=CC(C1)C2=O